rac-N-((1R,2R)-2-methoxycyclopropyl)-2-(1-methyl-1H-imidazol-2-yl)-5-phenyl-6-(pyridin-4-yl)pyrrolo[2,1-f][1,2,4]triazin-4-amine CO[C@H]1[C@@H](C1)NC1=NC(=NN2C1=C(C(=C2)C2=CC=NC=C2)C2=CC=CC=C2)C=2N(C=CN2)C |r|